(S)-3-(pyridin-3-yloxy)pyrrolidine-1-carboxylic acid tert-butyl ester C(C)(C)(C)OC(=O)N1C[C@H](CC1)OC=1C=NC=CC1